C(C1=CC=CC=C1)O[C@H]1C[C@H](N(C1)C1=NC(=CC(=C1C#N)C(F)(F)F)C)C(=O)N(C)C1=CC(=C(C=C1)F)C (2S,4S)-4-benzyloxy-1-[3-cyano-6-methyl-4-(trifluoromethyl)-2-pyridyl]-N-(4-fluoro-3-methyl-phenyl)-N-methyl-pyrrolidine-2-carboxamide